Cl.N[C@@H](CC1=CNC=N1)C(=O)O histidine-hydrochloride